(S)-3-(3-(3-(difluoromethoxy)phenyl)-5-(3-(trifluoromethyl)phenylsulfonyl)-6a,7,9,10-tetrahydro-5H-pyrazino[1,2-a]pyrido[3,2-e]pyrazin-8(6H)-yl)propionic acid FC(OC=1C=C(C=CC1)C1=CC=2N(C[C@H]3N(C2N=C1)CCN(C3)CCC(=O)O)S(=O)(=O)C3=CC(=CC=C3)C(F)(F)F)F